(1-(tetrahydrofuran-3-yl)piperidin-3-yl)methanesulfonic acid sodium salt [Na+].O1CC(CC1)N1CC(CCC1)CS(=O)(=O)[O-]